1-(2,4-difluorophenyl)-6-(1,1-dioxothian-4-yl)pyrazolo[3,4-d]pyrimidin-4-ol FC1=C(C=CC(=C1)F)N1N=CC=2C1=NC(=NC2O)C2CCS(CC2)(=O)=O